4-(2,5-Diazabicyclo[2.2.2]octan-2-yl)-7-(8-ethyl-7-fluoro-3-hydroxynaphthalen-1-yl)-2-(((2R,7aS)-2-fluorotetrahydro-1H-pyrrolizin-7a(5H)-yl)methoxy)pyrimido[4,5-d]pyridazin-8(7H)-one C12N(CC(NC1)CC2)C2=NC(=NC=1C(N(N=CC12)C1=CC(=CC2=CC=C(C(=C12)CC)F)O)=O)OC[C@]12CCCN2C[C@@H](C1)F